(2'-methylamino-1,1'-biphenyl-2-yl)palladium methanesulfonate CS(=O)(=O)[O-].CNC1=C(C=CC=C1)C1=C(C=CC=C1)[Pd+]